ClC1=CC=C(C=2OCCNC21)S(=O)(=O)N[C@@H]([C@H](C)C2=C(C(=CC=C2Cl)F)C)C=2OC(NN2)=O 5-chloro-N-((1S,2R)-2-(3-chloro-6-fluoro-2-tolyl)-1-(5-oxo-4,5-dihydro-1,3,4-oxadiazol-2-yl)propyl)-3,4-dihydro-2H-benzo[b][1,4]oxazine-8-sulfonamide